8-(6-(3-(2-azaspiro[3.4]octan-2-yl)propoxy)pyridin-3-yl)-7-fluoro-1-isopropyl-3-methyl-1,3-dihydro-2H-imidazo[4,5-c]cinnolin-2-one C1N(CC12CCCC2)CCCOC2=CC=C(C=N2)C2=CC=1C3=C(N=NC1C=C2F)N(C(N3C(C)C)=O)C